(2S,4r)-4-hydroxy-1-[(2S)-2-[4-(3-methoxy-2-pyridinyl)triazol-1-yl]-3,3-dimethyl-butyryl]-N-methyl-pyrrolidine-2-carboxamide O[C@@H]1C[C@H](N(C1)C([C@H](C(C)(C)C)N1N=NC(=C1)C1=NC=CC=C1OC)=O)C(=O)NC